CN(C1=CC=C(CNCC(C)N)C=C1)C N1-(4-(dimethylamino)benzyl)propane-1,2-diamine